tert-butyl-2-(4,4-difluoroazepan-1-yl)-6-methyl-N-(2-sulfamoylpyridin-4-yl)nicotinamide C(C)(C)(C)C=1C(=NC(=C(C(=O)NC2=CC(=NC=C2)S(N)(=O)=O)C1)N1CCC(CCC1)(F)F)C